3-(Chloromethyl)-1-(4-nitrophenyl)-1H-pyrazole ClCC1=NN(C=C1)C1=CC=C(C=C1)[N+](=O)[O-]